methyl-(isobutylene) CCC(C)=C